C(CCC)[C@@](C(=O)O)(C)OC1=CC=C(C=C1)OC1=C(C=C(C=C1)C#N)F butyl-(2R)-2-[4-(4-cyano-2-fluorophenoxy)phenoxy]propanoic acid